(4S,7R)-4-(3-hydroxyphenyl)-7-(2-methoxyphenyl)-2-methyl-5-oxo-1,4,5,6,7,8-hexahydroquinoline-3-carboxylic acid 4-methoxybutyl ester COCCCCOC(=O)C1=C(NC=2C[C@H](CC(C2[C@@H]1C1=CC(=CC=C1)O)=O)C1=C(C=CC=C1)OC)C